3-fluoroquinoline phosphonate P(O)(O)=O.FC=1C=NC2=CC=CC=C2C1